C1OCC12CCN(C2)C2=NC=1N(C=C2)N=CC1C(=O)OCC 1-Ethyl 5-(2-oxa-7-azaspiro[3.4]octan-7-yl)pyrazolo[1,5-a]pyrimidine-3-carboxylate